ethyl (E)-3-(6-chloro-4-((4-(1-methyl-4-(trifluoromethyl)-1H-imidazol-2-yl)benzyl)amino)pyridin-3-yl)acrylate ClC1=CC(=C(C=N1)/C=C/C(=O)OCC)NCC1=CC=C(C=C1)C=1N(C=C(N1)C(F)(F)F)C